[(1R,2S,4R)-2-hydroxy-4-{[5-({4-[(4-iodo-1H-pyrazol-1-yl)methyl]-5-methyl-2-thienyl}carbonyl)pyrimidin-4-yl]amino}cyclopentyl]methyl sulfamate S(N)(OC[C@@H]1[C@H](C[C@@H](C1)NC1=NC=NC=C1C(=O)C=1SC(=C(C1)CN1N=CC(=C1)I)C)O)(=O)=O